2-cyclobutyl-2-phenyl-acetaldehyde C1(CCC1)C(C=O)C1=CC=CC=C1